COC1[C@]23[C@@]([C@H]4CC[C@]5([C@H]([C@@H]4C1)CC[C@@H]5[C@@H](COC5=NC=CC(=C5)CO)C)C)(CC[C@@H]2C3)C (2-((2S)-2-((1aR,3aR,3bS,5aS,6R,8aS,8bS,10aS)-10-methoxy-3a,5a-dimethylhexadecahydrocyclopenta[a]cyclopropa[2,3]cyclopenta[1,2-f]naphthalen-6-yl)propoxy)pyridin-4-yl)methanol